ethyl 1-cyclopropyl-6-((1-(cyclopropylsulfonyl)cyclopropyl)methyl)-7-oxo-4,5,6,7-tetrahydro-1H-pyrazolo[3,4-c]pyridine-3-carboxylate C1(CC1)N1N=C(C2=C1C(N(CC2)CC2(CC2)S(=O)(=O)C2CC2)=O)C(=O)OCC